N-{[5-chloro-6-(6-cyano-3-pyridyl)-2-indolyl]methyl}acetamide ClC=1C=C2C=C(NC2=CC1C=1C=NC(=CC1)C#N)CNC(C)=O